3-Methyl-7-(2-(6-(trifluoromethyl)imidazo[1,2-a]pyrazin-3-yl)pyrimidin-4-yl)-1-oxa-3,7-diazaspiro[4.4]nonan-2-one CN1C(OC2(C1)CN(CC2)C2=NC(=NC=C2)C2=CN=C1N2C=C(N=C1)C(F)(F)F)=O